BrC=1C=NC(=NC1)N[C@H]1CN(CC1)C(=O)C1=CC(=C(C=C1)NC(\C=C\CN(C)C)=O)F (R,E)-N-(4-(3-((5-bromopyrimidin-2-yl)amino)pyrrolidine-1-carbonyl)-2-fluorophenyl)-4-(dimethylamino)but-2-enamide